4-chlorophenyl-triethoxysilane ClC1=CC=C(C=C1)[Si](OCC)(OCC)OCC